3-(3-chloro-4-fluorophenyl)-1-(1-(6-chloro-4-oxo-3,4-dihydrophthalazin-1-yl)ethyl)-1-isobutylurea ClC=1C=C(C=CC1F)NC(N(CC(C)C)C(C)C1=NNC(C2=CC(=CC=C12)Cl)=O)=O